C(C)(C)(C)OC(=O)N1CC2(CC1)CCN(CC2)C=2C1=C(N=C(N2)C2=CC=NC=C2)C=NC=C1OC 8-(5-methoxy-2-(pyridin-4-yl)pyrido[3,4-d]pyrimidin-4-yl)-2,8-diazaspiro[4.5]decane-2-carboxylic acid tert-butyl ester